[Au].CC(P(C)C)(C)C trimethyl-(trimethyl-phosphine) gold